O1CC=NC=C1C(=N)N [1,4]Oxazine-6-carboxamidine